2-methyl-3-oxo-N-[(1R,3S)-3-{[2-(trifluoromethyl)quinolin-4-yl]amino}cyclohexyl]-3,4-dihydro-2H-1,4-benzoxazine-6-carboxamide CC1OC2=C(NC1=O)C=C(C=C2)C(=O)N[C@H]2C[C@H](CCC2)NC2=CC(=NC1=CC=CC=C21)C(F)(F)F